FC(C1(COC1)C=1C=C(C=CC1)N1C(C2=CC(=CC(=C2C1)C(F)(F)F)[C@H](C)N1C[C@H](CC1)F)=O)(C1=NN=CN1C)F 2-(3-(3-(Difluoro(4-methyl-4H-1,2,4-triazol-3-yl)methyl)oxetan-3-yl)phenyl)-6-((S)-1-((S)-3-fluoropyrrolidin-1-yl)ethyl)-4-(trifluoromethyl)isoindolin-1-one